O.NC(=O)C1CCN(CC1)CC(=O)O [4-(aminocarbonyl)piperidin-1-yl]acetic acid hydrate